C(C)(C)(C)OC(=O)N1CCCC(=CC1)C1=C(C(=CC=2CCOC21)NC2=NC(=CC(=N2)C)NC)F 5-[6-fluoro-5-[[4-methyl-6-(methylamino)pyrimidin-2-yl]amino]-2,3-dihydrobenzofuran-7-yl]-2,3,4,7-tetrahydroazepine-1-carboxylic acid tert-butyl ester